[3-(dimethylamino) propyl]-13-methyl-8-oxo-6-{5-[(1-oxooctyl) oxy] pentyl}-9,13-diaza-7-oxatetradec-1-yl octanoate C(CCCCCCC)(=O)OCCCCCC(OC(NCCCN(CCCCN(C)C)C)=O)CCCCCOC(CCCCCCC)=O